tert-Butyl (5-(cyanomethoxy)pentyl)carbamate C(#N)COCCCCCNC(OC(C)(C)C)=O